5-bromo-2,2-difluoro-1,3-benzodioxol-4-amine BrC1=C(C2=C(OC(O2)(F)F)C=C1)N